5-amino-2-benzothiophene potassium [K].NC1=CC=2C(=CSC2)C=C1